O1C2=CC=C1C(=O)OCCCOC2=O trimethylene furan-2,5-Dicarboxylate